(1-methyl-3-trifluoromethyl-1H-pyrazol-5-yl)boronic acid CN1N=C(C=C1B(O)O)C(F)(F)F